C(\C=C\CCC=C)B1OC(C(O1)(C)C)(C)C (E)-2-(hepta-2,6-dien-1-yl)-4,4,5,5-tetramethyl-1,3,2-dioxaborolane